C1(=CC=CC=C1)S(=O)(=O)N1CCC2=CC=C(C=C12)/C=C/[C@@H](CCOC1=C(C=CC=C1)CCC(=O)O)O 3-[2-[(E,3R)-5-[1-(Benzenesulfonyl)-2,3-dihydroindol-6-yl]-3-hydroxypent-4-enoxy]phenyl]propanoic acid